NC1=C(C(=O)OC)C=C(C(=N1)OC)N1CCOCC1 methyl 2-amino-6-methoxy-5-morpholinonicotinate